2-fluoro-5-((6-fluoro-4-(hydroxymethyl)-1H-indol-5-yl)oxy)benzamidine FC1=C(C(=N)N)C=C(C=C1)OC=1C(=C2C=CNC2=CC1F)CO